C(=C)C(C1=CC=CC=C1)NC(C[Si](OC)(OC)OC)C N-(vinylbenzyl)-2-aminopropyl-trimethoxysilane